O[C@@H](CN1CC2(CCN(C2)CC)CC1)[C@H]([C@@H]([C@@H](CO)O)O)O (7-((2S,3R,4R,5R)-2,3,4,5,6-pentahydroxyhexyl)-2,7-diazaspiro[4.4]nonan-2-yl)ethan